FC1=C(C=C(C(=C1OC)F)F)C=1SC(=CN1)CO (2-(2,4,5-trifluoro-3-methoxyphenyl)thiazol-5-yl)methanol